9-(dibenzo[b,d]thiophen-2-yl)-9H,9'H-3,3'-bicarbazole C1=C(C=CC=2SC3=C(C21)C=CC=C3)N3C2=CC=CC=C2C=2C=C(C=CC32)C=3C=CC=2NC1=CC=CC=C1C2C3